(R)-Ethyl 3-hydroxybutyrate O[C@@H](CC(=O)OCC)C